C1(C=CC2=CC=CC=C12)=NO Inden-1-one oxime